2-(5-hexyloxycarbonyl)pentanoyloxy-1,3-propanediol CCCCC(C)OC(=O)C(C(=O)OC(CCO)O)CCC